The molecule is a mannooligosaccharide derivative consisting of four D-mannose residues linked sequentially alpha(1->2), alpha(1->2) and alpha(1->3), the reducing-end residue of which is beta-linked to a 5-aminopentyl group C(CCN)CCO[C@H]1[C@H]([C@H]([C@@H]([C@H](O1)CO)O)O[C@@H]2[C@H]([C@H]([C@@H]([C@H](O2)CO)O)O)O[C@@H]3[C@H]([C@H]([C@@H]([C@H](O3)CO)O)O)O[C@@H]4[C@H]([C@H]([C@@H]([C@H](O4)CO)O)O)O)O